N-(4-chlorobenzyl)-N-vinyl-acetamide ClC1=CC=C(CN(C(C)=O)C=C)C=C1